C[SiH2]OCCCCCC methyl(n-hexoxy)silane